C=C1OC2(CCCC2)CO1 2-methylene-1,3-dioxolane-5-spirocyclopentane